FC1=CC=C(C=C1)C=1N=NN(N1)C1CCN(CC1)C(CC1=NC=CN=C1)=O 1-(4-(5-(4-fluorophenyl)-2H-tetrazol-2-yl)piperidin-1-yl)-2-(pyrazin-2-yl)ethan-1-one